(2R,5S)-5-(aminomethyl)-2-[4-(3,5-difluorophenoxy)phenyl]-1,4-thiazepan-3-one NC[C@H]1NC([C@H](SCC1)C1=CC=C(C=C1)OC1=CC(=CC(=C1)F)F)=O